7-(2-chloro-5-fluoropyrimidin-4-yl)-4-ethyl-4,7-diazaspiro[2.5]octan-5-one ClC1=NC=C(C(=N1)N1CC(N(C2(CC2)C1)CC)=O)F